N1=C(N=CC=C1)OC1CCC(CC1)=O 4-(pyrimidyloxy)cyclohexanone